N-(2-fluoropyridin-4-yl)-5-(2-((1-hydroxy-2-methylpropan-2-yl)amino)-2-oxoacetyl)-1,2,4-trimethyl-1H-pyrrole-3-carboxamide FC1=NC=CC(=C1)NC(=O)C1=C(N(C(=C1C)C(C(=O)NC(CO)(C)C)=O)C)C